FC1=CC(=C(C=C1)B(O)O)C(F)(F)F 4-fluoro-2-(trifluoromethyl)phenylboronic acid